dihydroxy-4-ethoxy-4'-tert-butoxybenzophenone OC=1C(=C(C(=O)C2=CC=C(C=C2)OC(C)(C)C)C=CC1OCC)O